8-(2-((Methyl(2-(methylamino)ethyl)-amino)methyl)-6,7-dihydro-4H-pyrazolo[5,1-c][1,4]oxazin-3-yl)-2-azaspiro[4.5]decan-1-one CN(CCNC)CC1=NN2C(COCC2)=C1C1CCC2(CCNC2=O)CC1